(R)-(1-(3-(([1,1'-biphenyl]-3-ylmethyl)amino)-3-oxopropionamido)-2-(benzofuran-3-yl)ethyl)boric acid C1(=CC(=CC=C1)CNC(CC(=O)N[C@@H](CC1=COC2=C1C=CC=C2)OB(O)O)=O)C2=CC=CC=C2